CC1=CC=C(C=C1)C(CC)=O 4'-methylpropiophenone